tert-Butyl 2-(difluoromethyl)-3,4-dimethyl-5,7-dihydro-6H-pyrrolo[3,4-b]pyridine-6-carboxylate FC(C1=C(C(=C2C(=N1)CN(C2)C(=O)OC(C)(C)C)C)C)F